N(=[N+]=[N-])[C@@H]1C[C@](C[C@H]1O)(C(=O)[O-])CC1=CC(=CC=C1)C1=NC=C(C=N1)Br |o1:3,5,7| (1R*,3R*,4R*)-3-azido-1-(3-(5-bromopyrimidin-2-yl)benzyl)-4-hydroxycyclopentane-1-carboxylate